6-methoxypyrimidine-2-carbonitrile COC1=CC=NC(=N1)C#N